ethyl 2-(2,5-difluorophenyl)-acetate FC1=C(C=C(C=C1)F)CC(=O)OCC